[Br-].C(CCCCCC)[N+](CCCCCCC)(CCCCCCC)CCCCCCC tetraheptyl-ammonium bromide salt